N,N'-di-sec-butyl-N,N'-dinitro-1,4-phenylenediamine C(C)(CC)N(C1=CC=C(C=C1)N([N+](=O)[O-])C(C)CC)[N+](=O)[O-]